6-(4-(3,6-diazabicyclo[3.1.1]heptane-6-carbonyl)benzyl)-2-amino-4-(butylamino)pyrido[4,3-d]pyrimidin-5(6H)-one C12CNCC(N1C(=O)C1=CC=C(CN3C(C4=C(N=C(N=C4NCCCC)N)C=C3)=O)C=C1)C2